tert-Butyl (S)-6-((dimethylamino)methyl)-8-((tetrahydrofuran-3-yl) amino)-3,4-dihydroisoquinoline-2(1H)-carboxylate CN(C)CC=1C=C2CCN(CC2=C(C1)N[C@@H]1COCC1)C(=O)OC(C)(C)C